sodium methylacetate monooxime CCC([O-])=NO.[Na+]